C(#N)C1=CC(=NC=C1)N1CCC(CC1)C(=O)OC methyl 1-(4-cyano-2-pyridyl)piperidine-4-carboxylate